CC1(OB(OC1(C)C)C1=CC=C(C=C1)N1CC2(C1)CCN(CC2)C(=O)OC(C)(C)C)C tert-butyl 2-[4-(4,4,5,5-tetramethyl-1,3,2-dioxaborolan-2-yl) phenyl]-2,7-diazaspiro[3.5]nonane-7-carboxylate